dimethyl 2-chloropropandioate ClC(C(=O)OC)C(=O)OC